S1C=NC2=C1C=CC(=C2)NC2=CC=NC1=CC(=CC=C21)C2=CC=C(C=C2)C(=O)N2CC1N(C(C2)C1)C (4-(4-(benzo[d]thiazol-5-ylamino)quinolin-7-yl)phenyl)(6-methyl-3,6-diazabicyclo[3.1.1]heptan-3-yl)methanone